OC(CNC(C1=CC(C(=O)NCC(CO)O)=CC=C1)=O)CO N,N'-bis(2,3-dihydroxypropyl)isophthalamide